CC=1C=C(C=CC1NC(C(F)(F)F)C1=CC=CC=C1)S(=O)(=O)N[C@H](C)C1CCN(CC1)C 3-methyl-N-((R)-1-(1-methylpiperidin-4-yl)ethyl)-4-((2,2,2-trifluoro-1-phenylethyl)amino)benzenesulfonamide